methyl 2-[(6-chloro-3-morpholinesulfonyl-4-quinolinyl) amino]-6-oxazol-2-yl-benzoate ClC=1C=C2C(=C(C=NC2=CC1)S(=O)(=O)N1CCOCC1)NC1=C(C(=O)OC)C(=CC=C1)C=1OC=CN1